N-(1H-indazol-4-ylmethyl)-4-(trifluoromethoxy)benzamide N1N=CC2=C(C=CC=C12)CNC(C1=CC=C(C=C1)OC(F)(F)F)=O